FC(C=1C=CC=2N(N1)C(=CN2)C2=CC(=NC=N2)N2CC(CCC2)C(NS(=O)(=O)C)([2H])[2H])F N-((1-(6-(6-(Difluoromethyl)imidazo[1,2-b]pyridazin-3-yl)pyrimidin-4-yl)piperidin-3-yl)methyl-d2)methanesulfonamide